FC1(C(N(C2=CC=C(C=C12)C(F)(F)F)C)=O)C 3-fluoro-1,3-dimethyl-5-(trifluoromethyl)indolin-2-one